C1(=CC=CC=C1)C1=C(C=C(C=C1)C1=CC=CC=C1)C=1C=CC2=C(C=C(C=3C=4C=CC(=C5C=CC=C(C1C23)C54)Br)C5=CC=CC=C5)Br 6-([1,1':4',1''-terphenyl]-2'-yl)-3,10-dibromo-1-phenylperylene